Benzyl 1H-pyrrole-1-carbodithioate N1(C=CC=C1)C(=S)SCC1=CC=CC=C1